[Co](Br)Br Cobalt(II) bromid